[Br-].N1=C(C=CC=C1)C1=NC=CC=C1 bipyridine monobromide salt